methyl 4-oxo-1H,3H,4H,5H-furo[3,4-c]quinoline-7-carboxylate O=C1NC=2C=C(C=CC2C2=C1COC2)C(=O)OC